3-fluoro-4-[[3-fluoro-6-methoxy-7-(2-methoxyethoxy)-4-quinolyl]oxy]aniline FC=1C=C(N)C=CC1OC1=C(C=NC2=CC(=C(C=C12)OC)OCCOC)F